ClC1=CC=C(CN2C(=NC3=C2C=CC(=C3)OC(C)C)C=3C=NC(=CC3C)OCCN3CCN(CC3)C)C=C1 1-(4-chlorobenzyl)-5-isopropoxy-2-(4-methyl-6-(2-(4-methylpiperazin-1-yl)ethoxy)pyridin-3-yl)-1H-benzo[d]imidazole